6-(Benzyloxy)-5-bromo-N-(pyridin-3-yl)pyridin-3-amine C(C1=CC=CC=C1)OC1=C(C=C(C=N1)NC=1C=NC=CC1)Br